4,4,5,5-tetramethyl-2-(furan-3-yl)-1,3,2-dioxaborolane CC1(OB(OC1(C)C)C1=COC=C1)C